CN(C(=O)C1CC1)[C@@H]1CN(CC1)C(=O)OC(C)(C)C tert-Butyl (3S)-3-(N-methylcyclopropaneamido)pyrrolidine-1-carboxylate